CB(OCC)C dimethylethoxyboron